trans-4-hydrazinyl-1,2-dimethylpiperidine N(N)[C@H]1C[C@@H](N(CC1)C)C